4-(((2-(pyrrolidin-1-yl)ethyl)carbamoyl)oxy)heptanoic acid N1(CCCC1)CCNC(=O)OC(CCC(=O)O)CCC